2-(2,3-dichloro-4-fluorophenyl)-4,4,5,5-tetramethyl-1,3,2-dioxaborolane ClC1=C(C=CC(=C1Cl)F)B1OC(C(O1)(C)C)(C)C